2-(4-((3-carbamoyl-6-(2-chloro-6-fluorophenyl)pyridazin-4-yl)amino)phenyl)acetic acid C(N)(=O)C=1N=NC(=CC1NC1=CC=C(C=C1)CC(=O)O)C1=C(C=CC=C1F)Cl